N-((3-chloropyridin-2-yl)methyl)-2-(2-((2-(6,7-dihydro-1H-[1,4]dioxino[2',3':4,5]benzo[1,2-d]imidazol-2-yl)ethyl)amino)ethyl)oxazole-4-carboxamide ClC=1C(=NC=CC1)CNC(=O)C=1N=C(OC1)CCNCCC1=NC2=C(N1)C=C1C(=C2)OCCO1